BrC1=CC=C(OC2=C(C=NN2C)C=O)C=C1 5-(4-bromophenoxy)-1-methyl-1H-pyrazole-4-carbaldehyde